ClC1=CC(=C(C=C1Cl)NC(=O)N1C2CCC1CC=1C(=NC=C(C12)OCCOC)F)F N-(4,5-Dichloro-2-fluorophenyl)-1-fluoro-4-(2-methoxyethoxy)-6,7,8,9-tetrahydro-5H-5,8-epiminocyclohepta[c]pyridine-10-carboxamide